C(CCCCCCCC)[PH+](CCCCCCCCC)CCCCCCCCC trisnonyl-phosphonium